(5S)-2-{[5-Chloro-4-(trifluoromethyl)pyridin-2-yl]methyl}-5-(pyrrolidin-1-ylcarbonyl)-5,6,7,8-tetrahydro[1,2,4]triazolo[4,3-a]pyridin-3(2H)-one ClC=1C(=CC(=NC1)CN1N=C2N([C@@H](CCC2)C(=O)N2CCCC2)C1=O)C(F)(F)F